NC(C(=O)N(C)C1=CC=C(C=C1)OC)CC1=CC=CC=C1 2-amino-N-(4-methoxyphenyl)-N-methyl-3-phenylpropionamide